NC1=NN2C(C=C(C=C2)C=2C=C(C(=NC2)C)C(=O)NC([2H])C2=C(C=CC(=C2)OC(F)(F)F)F)=N1 5-{2-amino-[1,2,4]triazolo-[1,5-a]pyridin-7-yl}-N-{[2-fluoro-5-(trifluorometh-oxy)phenyl](deutero)meth-yl}-2-methylpyridine-3-carboxamide